CN1C(N(C(N(C1=O)CCC(=O)O)=O)CCC(=O)O)=O 5-methyl-2,4,6-trioxo-1,3,5-triazine-1,3-diyldipropionic acid